COC=1C(=CC=2C3=C(C=NC2C1)N=CN3CC3CN(C3)S(=O)(=O)N)OC 3-((7,8-dimethoxy-1H-imidazo[4,5-c]quinolin-1-yl)methyl)azetidine-1-sulfonamide